P(O[Si](C)(C)C)([O-])[O-] mono(trimethylsilyl) phosphite